COC=1C=CC2=C(NC(=N2)NC(=O)C2=C(N(C(=C2)C)CC=2C=NN(C2)C)C)C1 N-(6-methoxy-1H-benzo[d]imidazol-2-yl)-2,5-dimethyl-1-((1-methyl-1H-pyrazole-4-yl)methyl)-1H-pyrrole-3-carboxamide